2,3,4-trifluorobenzenesulfonyl chloride FC1=C(C=CC(=C1F)F)S(=O)(=O)Cl